manganese, lithium salt [Li].[Mn]